5-(4-methylthiopyrimidin-2-yl)imidazo[2,1-b]thiazole-2-carbaldehyde CSC1=NC(=NC=C1)C1=CN=C2SC(=CN21)C=O